4-[[(2S,3R,4R,5R)-3-[2-[(3,3-difluorocyclobutyl)methoxy]-3,4-difluoro-phenyl]-4,5-dimethyl-5-(trifluoromethyl)tetrahydrofuran-2-carbonyl]amino]pyridine-2-carboxamide FC1(CC(C1)COC1=C(C=CC(=C1F)F)[C@@H]1[C@H](O[C@]([C@@H]1C)(C(F)(F)F)C)C(=O)NC1=CC(=NC=C1)C(=O)N)F